(2-Chloro-5-methylsulfonyl-phenyl)methanol ClC1=C(C=C(C=C1)S(=O)(=O)C)CO